3-(Hydroxymethyl)cyclobutanecarboxylic acid methyl ester COC(=O)C1CC(C1)CO